(2-((5-chloro-2-((1-methyl-1H-indazol-5-yl)amino)pyrimidin-4-yl)amino)phenyl)methylsulfonamide ClC=1C(=NC(=NC1)NC=1C=C2C=NN(C2=CC1)C)NC1=C(C=CC=C1)CS(=O)(=O)N